3-((3-cyanoquinolin-2-yl)thio)-N-(4-fluorophenyl)propanamide C(#N)C=1C(=NC2=CC=CC=C2C1)SCCC(=O)NC1=CC=C(C=C1)F